FC=1C=C(C=C(C1)F)[C@@H]1CC=NN1C(=O)N1CCN(CC1)N1CN=C(C(=C1)F)C=1C(=NNC1C)C (S)-(5-(3,5-difluorophenyl)-4,5-dihydro-1H-pyrazol-1-yl)(4-(4-(3,5-dimethyl-1H-pyrazol-4-yl)-5-fluoropyrimidin-1-yl)piperazin-1-yl)methanone